CC1=C(C=CC(=C1)C)C1=NN(C=C1)CC=1C=CC(=C(CNC(O)=O)C1)C {5-[3-(2,4-dimethylphenyl)-1H-pyrazol-1-yl]Methyl-2-methylbenzyl}carbamic acid